(5S,8R)-3,5-Difluoro-8-[3-oxo-7-(trifluoromethyl)-1,3-dihydro-2-benzofuran-4-yl]-5,6,7,8-tetrahydronaphthalene-1-carbonitrile FC=1C=C(C=2[C@H](CC[C@@H](C2C1)F)C1=CC=C(C=2COC(C21)=O)C(F)(F)F)C#N